C(C)(C)(C)OC(=O)N1CC(C(CC1)=O)F.FC=1C=C2C=CC(=NC2=CC1)C1=CC=C(C(=O)N)C=C1 4-(6-fluoroquinolin-2-yl)benzamide tert-butyl-3-fluoro-4-oxopiperidine-1-carboxylate